O1N=CC=C1CN1N=NC(=C1)C(=O)NCC=1SC(=NN1)C1=CC=CC=C1 1-(isoxazol-5-ylmethyl)-N-((5-phenyl-1,3,4-thiadiazol-2-yl)methyl)-1H-1,2,3-triazole-4-carboxamide